(3R,5R)-1-(7-(8-ethyl-7-fluoro-3-hydroxynaphthalen-1-yl)-8-fluoro-2-(((2R,7aS)-2-fluorohexahydro-1H-pyrrolizin-7a-yl)methoxy)pyrido[4,3-d]pyrimidin-4-yl)piperidine-3,5-diol C(C)C=1C(=CC=C2C=C(C=C(C12)C1=C(C=2N=C(N=C(C2C=N1)N1C[C@@H](C[C@H](C1)O)O)OC[C@]12CCCN2C[C@@H](C1)F)F)O)F